[C@@H](C)(CC)C1=C(C=CC=C1)O |r| (rac)-2-sec-butylphenol